COC1=CC=C(CN2C3=NC(=NC(=C3N=C2)C2=CSC3=CN=CC=C32)C3=NC(=CC=C3)C)C=C1 3-[9-(4-methoxybenzyl)-2-(6-methylpyridin-2-yl)-9H-purin-6-yl]-thieno[2,3-c]pyridine